OC1=C(C(=O)O)C=CC(=C1)C1=CC2=C(N(C(S2)=O)C(C)C)C=C1 2-hydroxy-4-(3-isopropyl-2-benzothiazolinon-6-yl)benzoic acid